CN(C(ON1C(CCC2=CC=C(C=C12)CCN1CCN(CC1)C1=CC(=CC2=C1C=CS2)F)=O)=O)CC2=CC=CC=C2 (7-(2-(4-(6-fluorobenzothiophen-4-yl) piperazin-1-yl) ethyl)-2-oxo-3,4-dihydroquinolin-1(2H)-yl) methylbenzylcarbamate